8-Amino-6-butoxy-3-(4-(piperidin-1-ylmethyl)benzyl)-3,4-dihydropyrimido[5,4-d]pyrimidine NC1=NC(=NC2=C1N=CN(C2)CC2=CC=C(C=C2)CN2CCCCC2)OCCCC